β-N-Methylamino-L-alanine CNC[C@H](N)C(=O)O